C1(CC1)C1N(C2=CC=C(C=C2CC1)CC)S(=O)(=O)C=1C=CC(=C(CO)C1)OCCCS(=O)(=O)C 5-((2-cyclopropyl-6-ethyl-3,4-dihydroquinolin-1(2H)-yl)sulfonyl)-2-(3-(methylsulfonyl)propoxy)benzyl alcohol